Cholesten C[C@H](CCCC(C)C)[C@H]1CC[C@@H]2[C@@]1(CC[C@H]3[C@H]2CCC4[C@@]3(CCCC4)C)C